Cl.FC1(CNCCC1OC=1C=C(C=2N(N1)C(=CN2)C(C)C)NCC2=C(C=CC=C2)OC(F)(F)F)F 6-((3,3-difluoropiperidin-4-yl)oxy)-3-isopropyl-N-(2-(trifluoromethoxy)benzyl)imidazo[1,2-b]pyridazin-8-amine hydrochloride